2-benzyl-4-hydroxy-5-methyleneisothiazolidine 1,1-dioxide C(C1=CC=CC=C1)N1S(C(C(C1)O)=C)(=O)=O